Methyl 2-[6-(1,1-difluoropropyl) pyridin-3-yl]-5-[({1-[4-(trifluoromethyl) phenyl] cyclopropyl} carbonyl) amino]benzoate FC(CC)(F)C1=CC=C(C=N1)C1=C(C(=O)OC)C=C(C=C1)NC(=O)C1(CC1)C1=CC=C(C=C1)C(F)(F)F